CN1N=C(C=C1)C1=C(CNC(C=C)=O)C=CC(=C1)C1=NC=C(C=C1)C(F)(F)F N-(2-(1-methyl-1H-pyrazol-3-yl)-4-(5-(trifluoromethyl)pyridin-2-yl)benzyl)acrylamide